CC(C)=CCCC=C(C)C 2,7-dimethyl-2,6-octadiene